C(C1=CC=CC=C1)OCCOCCOCCO 2-[2-[2-(benzyloxy)ethoxy]ethoxy]ethan-1-ol